ClC=1C=C(C(=C(C1)O)C1=CC=C2C(=N1)N=C(O2)N[C@H]2CN(CCC2)CC2CC(C2)O)C 5-Chloro-3-methyl-2-[2-[[(3R)-1-[(3-hydroxycyclobutyl)methyl]-3-piperidyl]amino]oxazolo[4,5-b]pyridin-5-yl]phenol